2-hydroxy-4-methoxy-benzphenone OC1=C(C(=O)C2=CC=CC=C2)C=CC(=C1)OC